tri(4-tert-butylcyclohexyl)phosphine C(C)(C)(C)C1CCC(CC1)P(C1CCC(CC1)C(C)(C)C)C1CCC(CC1)C(C)(C)C